2-(4-(6-(4-chlorophenyl)dibenzo[b,d]furan-4-yl)phenyl)-4,6-diphenyl-1,3,5-triazine ClC1=CC=C(C=C1)C1=CC=CC=2C3=C(OC21)C(=CC=C3)C3=CC=C(C=C3)C3=NC(=NC(=N3)C3=CC=CC=C3)C3=CC=CC=C3